COC1=C(C=C(C=C1)C1(OCCC1)C)S(=O)(=O)Cl 2-methoxy-5-(2-methyltetrahydrofuran-2-yl)benzene-1-sulfonyl chloride